tert-Butyl ((R)-1-(6-chloro-7-(((S)-2-oxo-4-(trifluoromethyl)imidazolidin-1-yl)methyl)imidazo[1,2-b]pyridazin-2-yl)-2-((1,1,1-trifluoro-2-methylpropan-2-yl)oxy)ethyl)carbamate ClC=1C(=CC=2N(N1)C=C(N2)[C@H](COC(C(F)(F)F)(C)C)NC(OC(C)(C)C)=O)CN2C(N[C@@H](C2)C(F)(F)F)=O